4-((2-(2-(indolin-1-yl)ethoxy)ethoxy)methyl)-N,N-bis(3-methoxybenzyl)oxazol-2-amine N1(CCC2=CC=CC=C12)CCOCCOCC=1N=C(OC1)N(CC1=CC(=CC=C1)OC)CC1=CC(=CC=C1)OC